1-(2,2-dimethoxyethyl)pyrazol-4-amine COC(CN1N=CC(=C1)N)OC